3-(2-bromo-3-(1,4-benzodioxan-6-yl)anilino)benzisothiazol tert-butyl-[6-bromo-1-(2-methoxyethyl)-1H-imidazo[4,5-b]pyridin-2-yl]-6-azaspiro[2.5]octane-6-carboxylate C(C)(C)(C)C1(CC12CCN(CC2)C(=O)O)C=2N(C=1C(=NC=C(C1)Br)N2)CCOC.BrC2=C(NC1=NSC3=C1C=CC=C3)C=CC=C2C2=CC3=C(OCCO3)C=C2